4-(2,6-difluoro-4-(((6-methoxy-2-oxo-1,2-dihydropyrimidin-4-yl)oxy)methyl)phenoxy)-2-(trifluoromethyl)benzonitrile FC1=C(OC2=CC(=C(C#N)C=C2)C(F)(F)F)C(=CC(=C1)COC1=NC(NC(=C1)OC)=O)F